BrC1=NC(=CC(=C1)OCOC)Br 2,6-dibromo-4-(methoxymethoxy)pyridine